C1(CC1)C1=NC(=NC=C1C(=O)N)C(F)(F)F 4-cyclopropyl-2-(trifluoromethyl)pyrimidine-5-carboxamide